C(C)C(C(=O)OOC(C)(CCC(C)(C)OOC(C(CCCC)CC)=O)C)CCCC 2,5-bis(2-ethylhexanoyl-peroxy)-2,5-dimethylhexane